4-chloropentyl ethoxymethyl ether C(C)OCOCCCC(C)Cl